(2S,4R)-4-acetoxy-1,2-pyrrolinedicarboxylic acid-1-tert-butyl ester C(C)(C)(C)OC(=O)N1C(=C[C@H](C1)OC(C)=O)C(=O)O